2-[2-(isopropoxymethyl)-6-methyl-phenyl]-4,4,5,5-tetramethyl-1,3,2-dioxaborolane C(C)(C)OCC1=C(C(=CC=C1)C)B1OC(C(O1)(C)C)(C)C